C(C)C1=C(C(NC2=CC=C(C=C12)C1=CC=C(C=C1)N1CCN(CC1)C(C)C)=O)C1=CC=C(C=C1)S(=O)(=O)C 4-ethyl-3-(4-methanesulfonylphenyl)-6-{4-[4-(propan-2-yl)piperazin-1-yl]phenyl}-1,2-dihydroquinolin-2-one